CN(CC1OC(OC1)(CCCCCCCC\C=C/C\C=C/CCCCC)CCCCCCCCC\C=C/C\C=C/CCCC)C N,N-dimethyl-1-(2-((10Z,13Z)-octadeca-10,13-dien-1-yl)-2-((9Z,12Z)-octadeca-9,12-dien-1-yl)-1,3-dioxolan-4-yl)methanamine